N-(4-((2-amino-3-(3-hydroxyprop-1-yn-1-yl)pyridin-4-yl)oxy)-3,5-difluorophenyl)-1-(Pyridin-2-yl)-5-(trifluoromethyl)-1H-pyrazole-4-carboxamide NC1=NC=CC(=C1C#CCO)OC1=C(C=C(C=C1F)NC(=O)C=1C=NN(C1C(F)(F)F)C1=NC=CC=C1)F